CN(C=1SC2=C(N1)SC(=N2)C2=NC=C(C=C2O)C=2C=NN(C2)C([2H])([2H])[2H])C2CCNCC2 2-{5-[methyl(piperidin-4-yl)amino][1,3]thiazolo[5,4-d][1,3]thiazol-2-yl}-5-[1-(2H3)methyl-1H-pyrazol-4-yl]pyridin-3-ol